C[C@@H]1CN2C(C=3C=NN=C(C31)[C@](C(F)(F)F)(C)O)=CC(=N2)C23CCC(CC2)(CC3)C(=O)N 4-[(S)-5-methyl-4-((S)-1,1,1-trifluoro-2-hydroxypropan-2-yl)-5,6-dihydropyrazolo[1',5':1,2]pyrido[3,4-d]pyridazine-9-yl]bicyclo[2.2.2]octane-1-carboxamide